FC1=C2CN(C(NC2=CC=C1F)=O)CC(=O)NC(C)C=1N=NC=CC1C 2-(5,6-difluoro-2-oxo-1,4-dihydroquinazolin-3-yl)-N-[1-(4-methylpyridazin-3-yl)ethyl]acetamide